C(C)(C)C1=C(C=C(C=C1)O)B1OC(C(O1)(C)C)(C)C 4-isopropyl-3-(4,4,5,5-tetramethyl-1,3,2-dioxaborolan-2-yl)phenol